S(C)(=O)(=O)O.S(C)(=O)(=O)O.NC[C@@H](C(=O)NC=1C=C2C=CN=CC2=CC1)C1=CC=C(C=C1)Cl (S)-3-amino-2-(4-chlorophenyl)-N-(isoquinolin-6-yl)propanamide dimesylate salt